ethyl 6-((S)-4-(tert-butoxycarbonyl)-2-methylpiperazin-1-yl)-2-(((S)-1-methylpyrrolidin-2-yl) methoxy)-5-nitropyrimidine-4-carboxylate C(C)(C)(C)OC(=O)N1C[C@@H](N(CC1)C1=C(C(=NC(=N1)OC[C@H]1N(CCC1)C)C(=O)OCC)[N+](=O)[O-])C